(S)-(3-(1-amino-1,3-dihydrospiro[inden-2,4'-piperidin]-1'-yl)-6-((2-aminopyrimidin-4-yl)thio)-5-methylpiperazin-2-yl)methanol 1H-1,2,3-triazole-5-carboxylate N1N=NC=C1C(=O)OC[C@H]1NC(C(NC1N1CCC2(CC1)C(C1=CC=CC=C1C2)N)C)SC2=NC(=NC=C2)N